6-(3-hydroxy-3-methylazetidin-1-yl)quinoline-4-carboxylic acid methyl ester COC(=O)C1=CC=NC2=CC=C(C=C12)N1CC(C1)(C)O